OC(C(=O)O)CCCCCCCCCC alpha-hydroxylauric acid